OCP(CC)C (hydroxymethyl)-methyl-ethyl-phosphine